1-(2-amino-4-fluoro-5-methoxyphenyl)-2-chloroethanone NC1=C(C=C(C(=C1)F)OC)C(CCl)=O